CN1N=CC(=C1)[C@H]1CN(CCO1)C=1N=C(C2=C(N1)N=C(C=C2)C)C2CC(C2)C(F)(F)F (S)-2-(1-methyl-1H-pyrazol-4-yl)-4-(7-methyl-4-((1s,3R)-3-(trifluoromethyl)cyclobutyl)pyrido[2,3-d]pyrimidin-2-yl)morpholine